N,N-diphenyl-9-(3,5,6-tris(3,6-dimethyl-9H-carbazol-9-yl)-[4,4'-bipyridin]-2-yl)-9H-carbazol-3-amine C1(=CC=CC=C1)N(C=1C=CC=2N(C3=CC=CC=C3C2C1)C1=NC(=C(C(=C1N1C2=CC=C(C=C2C=2C=C(C=CC12)C)C)C1=CC=NC=C1)N1C2=CC=C(C=C2C=2C=C(C=CC12)C)C)N1C2=CC=C(C=C2C=2C=C(C=CC12)C)C)C1=CC=CC=C1